(5-(3-fluorobenzyl)pyridin-2-yl)imidazo[1,2-a]pyridine-6-carboxamide FC=1C=C(CC=2C=CC(=NC2)C=2N=C3N(C=C(C=C3)C(=O)N)C2)C=CC1